N[C@](COC=1C(=CC(=NC1)C1=CC(=NC=C1)NC(OC)=O)OC)(CC(C)C)C (S)-methyl (5-((2-amino-2,4-dimethylpentyl)oxy)-4-methoxy-[2,4'-bipyridin]-2'-yl)carbamate